7-(4-bromo-3-chloro-benzoyl)-2-[4-(cyclopropoxy)phenyl]-6-methyl-3-oxo-N-[(2-pyridazin-3-ylphenyl)methyl]-6,8-dihydro-5H-imidazo[1,5-a]pyrazine-1-carboxamide BrC1=C(C=C(C(=O)N2CC=3N(CC2C)C(N(C3C(=O)NCC3=C(C=CC=C3)C=3N=NC=CC3)C3=CC=C(C=C3)OC3CC3)=O)C=C1)Cl